CC1=C(N)C(=CC=C1)[N+](=O)[O-] 2-methyl-6-nitroaniline